BrC1=CC=C(C=C1)N=S1(CCC1)=O 1-((4-bromophenyl)imino)-1λ6-thietane-1-oxide